CN(C)C=NN1C(=NC=C1)C(=O)[O-] (((dimethylamino) methylene) amino)-1H-imidazole-2-carboxylate